6,7-dihydro-3H-imidazo[4,5-c]pyridine-3,5(4H)-diformate N1=CN(C=2CN(CCC21)C(=O)[O-])C(=O)[O-]